3-mercaptopropyl-trimethoxysilanesulfonic acid SCCCCO[Si](S(=O)(=O)O)(OC)OC